bis[4-(1-methylethyl)phenyl]phenyl-sulfonium CC(C)C1=CC=C(C=C1)[S+](C1=CC=CC=C1)C1=CC=C(C=C1)C(C)C